CC1=CN=C(S1)C=1C=C(C(=O)N[C@@H](C)C=2C=NC(=NC2)C(F)(F)F)C=C(C1)OC1CCOCC1 3-(5-methyl-1,3-thiazol-2-yl)-5-(tetrahydro-2H-pyran-4-yloxy)-N-{(1S)-1-[2-(trifluoromethyl)pyrimidin-5-yl]ethyl}benzamide